FC1=C(C(=C(C(=C1F)C#N)F)F)C1C(=CCC(=C1)C)C#N 2',3',5',6'-Tetrafluoro-5-methyl-1,4-dihydro-[1,1'-biphenyl]-2,4'-dicarbonitrile